4-(1-naphthyl)-3,5-diphenyl-4H-1,2,4-triazole C1(=CC=CC2=CC=CC=C12)N1C(=NN=C1C1=CC=CC=C1)C1=CC=CC=C1